azepine-2(4H)-carboxamide N=1C(=CCC=CC1)C(=O)N